4-[3-[5-[(3R)-3-[(2,5,7-trimethyl-[1,2,4]triazolo[1,5-a]pyrimidin-6-yl)oxy]pyrrolidin-1-yl]pyrimidin-2-yl]prop-2-ynyl]morpholine CC1=NN2C(N=C(C(=C2C)O[C@H]2CN(CC2)C=2C=NC(=NC2)C#CCN2CCOCC2)C)=N1